(3-(2-amino-[1,2,4]triazolo[1,5-a]pyridin-7-yl)-2,6-difluorophenoxy)-2,2-difluoro-1-(5-fluoropyridin-2-yl)butan-1-ol NC1=NN2C(C=C(C=C2)C=2C(=C(OC(C(CC)(F)F)(O)C3=NC=C(C=C3)F)C(=CC2)F)F)=N1